C12(C(C3(C(C(C1(F)F)(C(C(C2(F)F)(C3(F)F)F)(F)F)F)(F)F)C(F)(F)F)(F)F)C(F)(F)F Perfluorodimethyladamantane